3-chloro-7-(4,4,5,5-tetramethyl-1,3,2-dioxaborolan-2-yl)quinoline ClC=1C=NC2=CC(=CC=C2C1)B1OC(C(O1)(C)C)(C)C